C=CCCCCCC=CC 1,8-Decadien